[N+](=O)([O-])C1=CC(=C(CCN)C=C1OC)OC 4-nitro-2,5-dimethoxy-phenethylamine